O[C@H]1CN(CC[C@H]1NC1=NC=C(C=C1)C(F)(F)F)S(=O)(=O)C1=CC=C(C=C1)C=1C(=C2C(=NC1C)NC=C2C#N)C 5-(4-(((3S,4R)-3-hydroxy-4-((5-(trifluoromethyl)pyridin-2-yl)amino)piperidin-1-yl)sulfonyl)phenyl)-4,6-dimethyl-1H-pyrrolo[2,3-b]pyridine-3-carbonitrile